CC=1C=C(C=C(C1)C)[C@@H]1N(C[C@H](CC1)C)C(C(=O)NC=1C=C(C=NC1)C(=O)N)=O |r| rac-5-{2-[(2R,5S)-2-(3,5-dimethylphenyl)-5-methylpiperidin-1-Yl]-2-oxoacetamido}Pyridine-3-carboxamide